C(C)(C)(C)OC(=O)N(C1=C(C(=NN1C(=O)OC(C)(C)C)C1=C(C=CC=C1)OC)I)C(=O)OC(C)(C)C tertbutyl 5-[bis(tert-butoxycarbonyl)amino]-4-iodo-3-(2-methoxyphenyl)pyrazole-1-carboxylate